C1(=CC=CC=C1)[Si](O[Si](O[Si](C)(C1=CC=CC=C1)C1=CC=CC=C1)(C)C1=CC=CC=C1)(C)C1=CC=CC=C1 1,1,3,5,5-Pentaphenyl-1,3,5-trimethyltrisiloxan